FC1(CCN(CC1)C(=O)C=1C=C2C=CC=C(C2=CC1)C=1C=C2CN(C(C2=CC1)=O)CC(=O)OC)F methyl 2-[5-[6-(4,4-difluoropiperidine-1-carbonyl)-1-naphthyl]-1-oxo-isoindolin-2-yl]acetate